4-((5-bromo-2-chloropyrimidin-4-yl)amino)cyclohexan-1-ol BrC=1C(=NC(=NC1)Cl)NC1CCC(CC1)O